CC1=C(C(=O)NC2(CC2)C2=CC(=CC(=C2)C2=CN=CS2)C=2C=NN(C2)C)C=C(C=C1)N1CCNCC1 2-methyl-N-(1-(3-(1-methyl-1H-pyrazol-4-yl)-5-(thiazol-5-yl)phenyl)cyclopropyl)-5-(piperazin-1-yl)benzamide